1,1,3,3-tetramethoxy-1,3-dimethyl-disiloxane CO[Si](O[Si](C)(OC)OC)(C)OC